tert-butyl N-[trans-3-(7-bromobenzimidazol-1-yl)cyclopentyl]carbamate BrC1=CC=CC2=C1N(C=N2)[C@@H]2C[C@H](CC2)NC(OC(C)(C)C)=O